5-[1-(4-ethylphenyl)pyrazol-4-yl]-1H-pyrrolo[3,2-b]Pyridine-3-amine hydrochloride Cl.C(C)C1=CC=C(C=C1)N1N=CC(=C1)C1=CC=C2C(=N1)C(=CN2)N